N1C=CC2=C(C=CC=C12)C1COCCCN1C=O 3-(1H-indol-4-yl)-1,4-oxazepan-4-carbaldehyde